C([2H])([2H])([2H])C=1C(=NC=CC1)C1=NC2=C(C=C1)OC1=C2C=CC=C1 (methyl-d3)(benzofuropyridineyl)pyridine